tert-butyl N-{6-bromothieno[3,2-c][1,2]thiazol-3-yl}-N-(thiophen-2-ylmethyl)carbamate BrC1=CSC=2C1=NSC2N(C(OC(C)(C)C)=O)CC=2SC=CC2